NCC1=CC=C(C=C)C=C1 4-aminomethylstyrol